C(C)OC(=O)C1=C(N=C(S1)NC(CCNC(C1=CC(=CC(=C1)C(=O)OC)CC)=O)=O)C 2-[3-[(3-ethyl-5-methoxycarbonyl-benzoyl)amino]propionylamino]-4-methyl-thiazole-5-carboxylic acid ethyl ester